CN(C1CCC(CC1)NC1=CC=CC2=C1S(C=C2CC(F)(F)F)(=O)=O)C 7-((4-(dimethylamino)cyclohexyl)amino)-1,1-dioxido-3-(2,2,2-trifluoroethyl)benzo[b]thiophen